C(=C)CC(=O)O.C(C)(=O)OC=C vinyl acetate Vinyl-acetate